CC1(CCC(S1)C(=O)N)C(F)(F)F 5-methyl-5-(trifluoromethyl)tetrahydrothiophene-2-carboxamide